OC1=NOC(=C1)C(C(=O)OC)C(C)C methyl 2-(3-hydroxyisoxazol-5-yl)-3-methyl-butanoate